N1(C=CC2=CC=CC=C12)C1=NC(=CC(=N1)N=S(=O)(C)C)N1[C@@H](COCC1)C (R)-((2-(1H-indol-1-yl)-6-(3-methylmorpholino)pyrimidin-4-yl)imino)dimethyl-λ6-sulfanone